5-(tert-butyl)-1H-indole-2-carboxylic acid C(C)(C)(C)C=1C=C2C=C(NC2=CC1)C(=O)O